(racemic)-methyl 6-(1-(4-bromobenzyl)-4-fluoro-1H-indole-7-carboxamido)spiro[3.3]heptane-2-carboxylate BrC1=CC=C(CN2C=CC3=C(C=CC(=C23)C(=O)NC2CC3(CC(C3)C(=O)OC)C2)F)C=C1